NC(C(CO)O)C(CO)O 3-aminopentane-1,2,4,5-tetraol